NC1=CC=C(C(=N1)C)CNC(=O)[C@@H]1CCC=2N1C(C(=CN2)NCC2=CC(=CC=C2)F)=O (S)-N-((6-amino-2-methylpyridin-3-yl)methyl)-3-((3-fluorobenzyl)amino)-4-oxo-4,6,7,8-tetrahydropyrrolo[1,2-a]pyrimidine-6-carboxamide